5-(tert-butyl)-3-hydroxyisobenzofuran-1(3H)-one C(C)(C)(C)C=1C=C2C(OC(C2=CC1)=O)O